Cl.Cl.C(CCCCCCCCCCCCC)(=O)OC[C@H](COP(=O)(O)OCC(COC(C[C@@H](C)N)=O)OC(C[C@@H](C)N)=O)OC(CCCCCCCCCCCCC)=O (2R)-3-(((2,3-bis(((R)-3-aminobutanoyl)oxy)propoxy)(hydroxy) phosphoryl)oxy)propane-1,2-diyl ditetradecanoate dihydrochloride